1-(8-bromopyrido[2,3-e][1,2,4]triazolo[4,3-a]pyrazin-4-yl)-N-methylazetidin-3-amine phosphoric acid salt P(O)(O)(O)=O.BrC1=CC2=C(N=C(C=3N2C=NN3)N3CC(C3)NC)N=C1